C(C)(C)(C)OC(=O)N[C@H](C(=O)O)CC#CC#C[Si](C(C)C)(C(C)C)C(C)C (S)-2-((tert-butoxycarbonyl)amino)-7-(triisopropylsilyl)hepta-4,6-diynoic Acid